pentylenediamine oxalate C(C(=O)O)(=O)O.C(CCCCN)N